OCC12CCC(CC1)N2C(=O)OC(C)(C)C tert-Butyl 1-(hydroxymethyl)-7-azabicyclo[2.2.1]heptane-7-carboxylate